C1(=CC=CC=C1)N1N=CC=2CC(CCC12)N1CCCC1 phenyl-5-(pyrrolidin-1-yl)-4,5,6,7-tetrahydro-1H-indazole